C(C)(C)(C)C1N(CCC(C1)(C)C1=NOC(=C1)N)C(=O)OCC=1C=C2C(=NC1)COCC2 (5,8-dihydro-6H-pyrano[3,4-b]pyridin-3-yl)methanol tert-butyl-4-(5-aminoisoxazol-3-yl)-4-methyl-piperidine-1-carboxylate